C(C(=O)O)C(CC(=O)[O-])(C(=O)O)O.[Na+] sodium dihydrogencitrate